C(O)C1=C(C(=O)O)C=C(C(=C1)C(=O)O)CO 2,5-dimethylolterephthalic acid